6-Chloro-3-[(1-{2,6-dimethyl-5-[4-(3-methyl-1,2,4-oxadiazol-5-yl)phenyl]-7-oxothieno[3,2-b]pyran-3-yl}ethyl)amino]pyridine-2-carboxylic acid ClC1=CC=C(C(=N1)C(=O)O)NC(C)C1=C(SC2=C1OC(=C(C2=O)C)C2=CC=C(C=C2)C2=NC(=NO2)C)C